FC1=C(C=C(C(=C1)OC)F)N1CCN(CC1)C(CN1N=C(C2=C1CCC2)C(=O)N2C[C@H](O[C@H](C2)C)C)=O 1-[4-(2,5-difluoro-4-methoxyphenyl)piperazin-1-yl]-2-{3-[(2R,6S)-2,6-dimethylmorpholine-4-carbonyl]-5,6-dihydrocyclopenta[c]pyrazol-1(4H)-yl}ethan-1-one